ClC=1C=C(C=C2C=C(N=CC12)NC(=O)[C@H]1[C@@H](C1)C#N)NC1=C(C=CC=C1)O |r| (±)-trans-N-[8-chloro-6-(2-hydroxyphenylamino)-3-isoquinolinyl]-2-cyano-cyclopropanecarboxamide